BrC1=C(N(N=C1)C)COCCO[Si](C)(C)C(C)(C)C 2-[(4-bromo-2-methyl-pyrazol-3-yl)methoxy]Ethoxy-tert-butyl-dimethyl-silane